C1(CC1)[C@@H](C=O)NC(OC(C)(C)C)=O (S)-tert-butyl (1-cyclopropyl-2-oxoethyl)carbamate